BrC1=C(C(=CC=C1)F)OC1CCC1 1-bromo-2-cyclobutoxy-3-fluorobenzene